N-(4-chloro-3-fluorophenyl)-2-methylbenzamide ClC1=C(C=C(C=C1)NC(C1=C(C=CC=C1)C)=O)F